ClC1=C(C=C(C=C1)C1CCCCC1=O)CC1=CC=C(C=C1)OCC 6-(4-Chloro-3-(4-ethoxybenzyl)phenyl)cyclohexanone